4-Amino-3-[6-(2-methoxyphenyl)pyridin-3-ylazo]naphthalin NC1=C(C=CC2=CC=CC=C12)N=NC=1C=NC(=CC1)C1=C(C=CC=C1)OC